N1=C(C=CC(=C1)C=O)C1=NC=CC=C1 [2,2'-bipyridine]-5-carbaldehyde